C(C)(C)(C)OC(=O)N(C(OC(C)(C)C)=O)C=1C2=C(N=CN1)N(C=C2I)C2CCC2 tert-butyl (tert-butoxycarbonyl)(7-cyclobutyl-5-iodo-7H-pyrrolo[2,3-d]pyrimidin-4-yl)carbamate